FCC1=NN(C=C1C=1C=C2CCNC(C2=CC1)=O)C=1C=C(C=CC1)NC(C=C)=O N-(3-(3-(fluoromethyl)-4-(1-oxo-1,2,3,4-tetrahydroisoquinolin-6-yl)-1H-pyrazol-1-yl)phenyl)acrylamide